FC(C=1C=C(C=C(C1)C(F)(F)F)P(C1=C(C(=CC=C1OC)OC)C=1C(=CC=CC1N(C)C)N(C)C)C1=CC(=CC(=C1)C(F)(F)F)C(F)(F)F)(F)F 2'-(bis(3,5-bis(trifluoromethyl)phenyl)phosphaneyl)-3',6'-dimethoxy-N2,N2,N6,N6-tetramethyl-[1,1'-biphenyl]-2,6-diamine